FC1=C(C(=C(OCCN(C(OC(C)(C)C)=O)CCCF)C=C1)C)C=O tert-butyl (2-(4-fluoro-3-formyl-2-methylphenoxy)ethyl)(3-fluoropropyl)carbamate